C1CCC2=C(C=3CCCC3C=C12)NC(=O)NS(=O)(=O)C1=CC(=CC=C1)S(=O)(=O)N N1-(1,2,3,5,6,7-Hexahydros-indacen-4-ylcarbamoyl)benzene-1,3-disulfonamide